5-{2-[2-(1-Methylnaphthalin-2-sulfonamido)phenyl]ethynyl}pyridin CC1=C(C=CC2=CC=CC=C12)S(=O)(=O)NC1=C(C=CC=C1)C#CC=1C=CC=NC1